3-methyl-hydroxybutyl-vinyl-dipropylene glycol CC(CCC(C(COC(C)CO)O)C=C)CO